COC=1C=2N(C=C(C1)C1=C(C(=NN1)C=1SC(=C(N1)C)N1CCN(CC1)CCC)CC(F)(F)F)N=CN2 2-(5-(8-methoxy-[1,2,4]triazolo[1,5-a]pyridin-6-yl)-4-(2,2,2-trifluoroethyl)-1H-pyrazol-3-yl)-4-methyl-5-(4-propylpiperazin-1-yl)thiazole